FC=1C=C(C(=O)NC=2SC(=CN2)C2=CC=C(C=C2)C(F)(F)F)C=C(C1O)C=O 3-fluoro-5-formyl-4-hydroxy-N-(5-(4-(trifluoromethyl)phenyl)thiazol-2-yl)benzoylAmine